C(C)OC(=O)C=1C=NC=2CC(C(NC2C1)=O)CC 7-ethyl-6-oxo-7,8-dihydro-1,5-naphthyridine-3-carboxylic acid ethyl ester